C1(CC1)C1=NN(C=N1)C1CC2(CN(C2)C(=O)N2CC3(C2)CN(C3)CC=3C=NNC3C(F)(F)F)C1 [6-(3-cyclopropyl-1,2,4-triazol-1-yl)-2-azaspiro[3.3]heptan-2-yl]-[6-[[5-(trifluoromethyl)-1H-pyrazol-4-yl]methyl]-2,6-diazaspiro[3.3]heptan-2-yl]methanone